ClC=1C(=CC=C2C(=CNC12)S(=O)(=O)NC1=NC(=C(C=C1F)OCC(F)F)OC)C(F)F 7-Chloro-N-[5-(2,2-difluoroethoxy)-3-fluoro-6-methoxypyridin-2-yl]-6-(difluoromethyl)-1H-indol-3-sulfonamid